C1(CC1)C=1C(=NON1)C(=O)N[C@H](C=1N=C2N(N=C(C=N2)C[C@@H]2C(NC[C@@H](C2)C(F)(F)F)=O)C1)[C@H]1CC(CCC1)(F)F 4-Cyclopropyl-N-((1S)-((R)-3,3-difluorocyclohexyl)(2-(((3R,5R)-2-oxo-5-(trifluoromethyl)piperidin-3-yl)methyl)imidazo[1,2-b][1,2,4]triazin-6-yl)methyl)-1,2,5-oxadiazole-3-carboxamide